ClC=1C=CC(=C(C1)[N+]#N)C 5-chloro-2-methylbenzenediazonium